5,7-diiodo-8-hydroxyquinoline IC1=C2C=CC=NC2=C(C(=C1)I)O